NCCCOCCC[SiH2]C(OC)OC 7-Amino-4-oxa-heptyldimethoxymethylsilan